[Nd].COCCOCCC (1-(2-methoxyethoxy)propane) neodymium